[Pd].ClC(C(P(C1=CC=CC=C1)C1=CC=CC=C1)Cl)P(C1=CC=CC=C1)C1=CC=CC=C1 dichloro(1,2-bis(diphenylphosphino)ethane) palladium